3-(6-oxo-1'-((2-oxoindolin-6-yl)methyl)-6,8-dihydro-2H,7H-spiro[furo[2,3-e]isoindole-3,4'-piperidin]-7-yl)piperidine-2,6-dione O=C1N(CC2=C3C(=CC=C12)C1(CCN(CC1)CC1=CC=C2CC(NC2=C1)=O)CO3)C3C(NC(CC3)=O)=O